4-hydroxy-cyclobut-3-ene-1,2-dione OC1=CC(C1=O)=O